2-(((1r,4r)-4-((5-(1-(2,2-difluoroethyl)-2-methyl-1H-imidazo[4,5-b]pyridin-6-yl)-4-methoxy-7H-pyrrolo[2,3-d]pyrimidin-2-yl)amino)cyclohexyl)oxy)ethan-1-ol FC(CN1C(=NC2=NC=C(C=C21)C2=CNC=1N=C(N=C(C12)OC)NC1CCC(CC1)OCCO)C)F